ClC=1C=C(C=CC1)C1=C(C=CC(=N1)NN1C(C(=C(C1=O)C)C)=O)C(F)(F)F 1-{[6-(3-chlorophenyl)-5-(trifluoromethyl)(2-pyridyl)]amino}-3,4-dimethylazoline-2,5-dione